4-nitrophenyl (S)-3-methylmorpholine-4-carboxylate C[C@@H]1N(CCOC1)C(=O)OC1=CC=C(C=C1)[N+](=O)[O-]